(S)-1-chloro-3-(2-chloro-4-(2-(4-((S)-2-hydroxy-3-(4-(hydroxymethyl)-5-iodo-1H-1,2,3-triazol-1-yl)propoxy)phenyl)propan-2-yl)phenoxy)propan-2-ol ClC[C@H](COC1=C(C=C(C=C1)C(C)(C)C1=CC=C(C=C1)OC[C@H](CN1N=NC(=C1I)CO)O)Cl)O